1-bromo-3-(2,3-dimethylbutan-2-yl)-2-(methoxymethoxy)-5-methylbenzene BrC1=C(C(=CC(=C1)C)C(C)(C(C)C)C)OCOC